OCC1=CN=C(S1)C1CCN(CC1)C(=O)OC(C)(C)C tert-Butyl 4-(5-(hydroxymethyl)-1,3-thiazol-2-yl)piperidine-1-carboxylate